ClC=1C=C(C2=C(C(CO2)O)C1)S(=O)(=O)NC1=C(C(=C(C=C1)F)C=1C=C2C=NC(=NC2=CC1)NC1CCN(CC1)CC)F 5-chloro-N-(3-(2-((1-ethylpiperidin-4-yl)amino)quinazolin-6-yl)-2,4-difluorophenyl)-3-hydroxy-2,3-dihydrobenzofuran-7-sulfonamide